ClC1=CC=C(OC2=CC=C(C=C2)[C@H]2SCC[C@H](NC2=O)CNC(=O)C=2N=NC=CC2)C=C1 N-[[(2R,5S)-2-[4-(4-chlorophenoxy)phenyl]-3-oxo-1,4-thiazepan-5-yl]methyl]pyridazine-3-carboxamide